O=C1N([C@@H](CC1)C(F)(F)F)C(=O)OC(C)(C)C tert-Butyl (5S)-2-oxo-5-(trifluoromethyl)pyrrolidine-1-carboxylate